C(C)(C)C1=C(C=CC=C1)NC1CCC(CC1)C(=O)OCC ethyl 4-((2-isopropylphenyl)amino)cyclohexane-1-carboxylate